C=C(C)C1=CC=C(C2=C1N=NN2)C2=CC=CN=N2 6-[7-(prop-1-en-2-yl)-3H-1,2,3-benzotriazol-4-yl]pyridazin